CN(CCCCCCCC)C Dimethyl-octylamine